5-(6-Chloro-5-((1S,2S)-2-(fluoromethyl)cyclopropyl)pyridazin-3-yl)pyrimidine-2,4(1H,3H)-dione ClC1=C(C=C(N=N1)C=1C(NC(NC1)=O)=O)[C@@H]1[C@H](C1)CF